5-[[4-(2-hydroxyethyl)phenyl]sulfanylmethyl]-3-methyl-1-phenyl-pyrazole OCCC1=CC=C(C=C1)SCC1=CC(=NN1C1=CC=CC=C1)C